C1(CC1)C1=NC=C(C(=N1)OC[C@@H]1CN(CC1)C1=CC=C(C=C1)C1=CN=CO1)C#N (S)-2-cyclopropyl-4-((1-(4-(oxazol-5-yl)phenyl)pyrrolidin-3-yl)methoxy)pyrimidine-5-carbonitrile